6'-chloro-6-(trifluoromethyl)-3'H-spiro[indoline-3,1'-isobenzofuran]-2,3'-dione ClC1=CC=C2C(OC3(C2=C1)C(NC1=CC(=CC=C13)C(F)(F)F)=O)=O